BrC1=CC(=C(C=C1F)NS(=O)(=O)C1=CN=C2N1C=CC(=C2OC)C)F N-(4-bromo-2,5-difluoro-phenyl)-8-methoxy-7-methyl-imidazo[1,2-a]pyridine-3-sulfonamide